C(C1=CC=CC=C1)NC(N(C1=CC=C(C=C1)C=1C=NN(C1)C)[C@@H]1CC[C@H](CC1)NC1=NC=C(C(=N1)NC1=C(C=CC=C1)S(=O)(=O)C(C)C)Cl)=O 3-benzyl-1-(trans-4-((5-chloro-4-((2-(isopropylsulfonyl)-phenyl)amino)pyrimidin-2-yl)amino)cyclohexyl)-1-(4-(1-methyl-1H-pyrazol-4-yl)phenyl)urea